C1(CCCC1)CCSC=1NC2=CC=CC=C2CN1 2-((2-cyclopentylethyl)thio)-1,4-dihydroquinazoline